tert-butyl 6'-methyl-2'-(4-((4-(methylsulfonyl)piperidin-1-yl)methyl)phenyl)-7'-oxo-1'-phenyl-6',7'-dihydro-3'H-spiro[azetidine-3,8'-dipyrrolo[2,3-b:3',2'-d]pyridine]-1-carboxylate CN1C(C2(C3=C4C(=NC=C31)NC(=C4C4=CC=CC=C4)C4=CC=C(C=C4)CN4CCC(CC4)S(=O)(=O)C)CN(C2)C(=O)OC(C)(C)C)=O